(S)-4-methoxy-2-((1-(5-(2-phenylpropan-2-yl)-1,2,4-oxadiazol-3-yl)ethyl)carbamoyl)pyridin-3-yl isobutyrate C(C(C)C)(=O)OC=1C(=NC=CC1OC)C(N[C@@H](C)C1=NOC(=N1)C(C)(C)C1=CC=CC=C1)=O